O1S(CC=CC=C1)(=O)=O oxathiepine 2,2-dioxide